C1(=C(C(=C(C(=C1[2H])[2H])[2H])[2H])[2H])C1=C(C(=CC=C1)C1=C(C(=C(C(=C1[2H])[2H])[2H])[2H])[2H])[N+]1=CN(C2=C1C1=C(C3=C(O1)C=CC=C3)C=C2)C2=CC(=CC=C2)OC2=CC=3N(C1=CC=CC=C1C3C=C2)C2=NC=CC(=C2)C(C)(C)C 1-([1,1':3',1''-Terphenyl]-2'-yl-2,2'',3,3'',4,4'',5,5'',6,6''-d10)-3-(3-((9-(4-(tert-butyl)pyridin-2-yl)-9H-carbazol-2-yl)oxy)phenyl)-3H-benzo[2,3]benzofuro[6,7-d]imidazol-1-ium